1-methoxy-4-n-octyl-benzene COC1=CC=C(C=C1)CCCCCCCC